FC=1C=CC(=C(C1)C1CC2C(N(OC2(C)C)C)C(C1)C)C 5-(5-fluoro-2-methylphenyl)-1,3,3,7-tetramethyl-octahydrobenzo[c]isoxazole